2-fluoro-N-methylbenzoylAmine FC1=C(C(=O)NC)C=CC=C1